6-(4-Chloro-3-isopropyl-3H-imidazo[4,5-c]pyridin-6-yl)-1-((1S,3s)-3-((R)-3-fluoropiperidin-1-yl)cyclobutyl)-3,3-dimethylindolin-2-one ClC1=NC(=CC2=C1N(C=N2)C(C)C)C2=CC=C1C(C(N(C1=C2)C2CC(C2)N2C[C@H](CCC2)F)=O)(C)C